OC1=C(C=C(C=C1C)C)CC1=C(C(=CC(=C1)C)CC1=C(C(=CC(=C1)C)C)O)O 2,6-Bis[(2-hydroxy-3,5-dimethylphenyl)methyl]-4-methylphenol